5-(1-isopropylpyrazol-4-yl)-1H-indol-3-amine hydrochloride tert-Butyl-N-[5-(1-isopropylpyrazol-4-yl)-1H-indol-3-yl]carbamate C(C)(C)(C)OC(NC1=CNC2=CC=C(C=C12)C=1C=NN(C1)C(C)C)=O.Cl.C(C)(C)N1N=CC(=C1)C=1C=C2C(=CNC2=CC1)N